N-pyrazin-2-yl-D-alaninamide N1=C(C=NC=C1)NC([C@H](N)C)=O